BrC1=NN2C(N=C(C=C2N[C@@H]2C[C@@H](CCC2)NC2=C3C=CC=NC3=CC=N2)C(F)(F)F)=C1 (1S,3R)-N1-(2-Bromo-5-(trifluoromethyl)pyrazolo[1,5-a]pyrimidin-7-yl)-N3-(1,6-naphthyridin-5-yl)cyclohexane-1,3-diamine